N-[6-(1-hydroxy-1-methyl-ethyl)-2-[2-(2-prop-2-ynoxyethoxy)ethyl]indazol-5-yl]-6-(trifluoromethyl)pyridine-2-carboxamide OC(C)(C)C=1C(=CC2=CN(N=C2C1)CCOCCOCC#C)NC(=O)C1=NC(=CC=C1)C(F)(F)F